N1=NC=CC=C1 di-azine